2,3-dimethylbut-2-en-1-ol CC(CO)=C(C)C